((3-cyclopropyl-1-methyl-1H-pyrazol-5-yl)sulfonyl)-N-(2-methoxyethyl)-1-oxa-8-azaspiro[4.5]decan-3-amine C1(CC1)C1=NN(C(=C1)S(=O)(=O)C1OC2(CC1NCCOC)CCNCC2)C